2,6-diisopropyl-3,5-di(2-methoxyphenyl)iodobenzene tert-Butyl-2-(1-benzylpyrrolidin-3-yl)-4-(methylamino)-6,8-dihydro-5H-pyrido[3,4-d]pyrimidine-7-carboxylate C(C)(C)(C)OC(=O)N1CC=2N=C(N=C(C2CC1)NC)C1CN(CC1)CC1=CC=CC=C1.C(C)(C)C1=C(C(=C(C=C1C1=C(C=CC=C1)OC)C1=C(C=CC=C1)OC)C(C)C)I